2-(cyclopropylamino)-8-(4-(difluoromethoxy)phenyl)-6-(1-(2-hydroxy-2-methylpropyl)-1H-pyrazol-4-yl)pteridin-7(8H)-one C1(CC1)NC1=NC=2N(C(C(=NC2C=N1)C=1C=NN(C1)CC(C)(C)O)=O)C1=CC=C(C=C1)OC(F)F